2-(di-tert-butyl-phosphino)-3,6-dimethoxy-2',4',6'-triisopropyl-1,1'-biphenyl C(C)(C)(C)P(C1=C(C(=CC=C1OC)OC)C1=C(C=C(C=C1C(C)C)C(C)C)C(C)C)C(C)(C)C